ClC1=CC=C(C(=N1)C(=O)NS(=O)(=O)C)N[C@H](C)C=1C=C(C=C2C(N(C(=NC12)N1CCC(CC1)C1=NC=C(C=N1)OC)C)=O)C (R)-6-chloro-3-((1-(2-(4-(5-methoxypyrimidin-2-yl)piperidin-1-yl)-3,6-dimethyl-4-oxo-3,4-dihydroquinazolin-8-yl)ethyl)amino)-N-(methylsulfonyl)picolinamide